(S*)-N5-Cyclopropyl-3-ethyl-N7-methyl-3-phenyl-2,3-dihydrobenzofuran-5,7-dicarboxamide C1(CC1)NC(=O)C=1C=C(C2=C([C@@](CO2)(C2=CC=CC=C2)CC)C1)C(=O)NC |o1:11|